methyl (S)-2-((4-(6-((4-(cyclopropanecarbonyl)-2-fluoro-6-methoxybenzyl)oxy)-pyridin-2-yl)piperidin-1-yl)methyl)-1-(oxetan-2-ylmethyl)-1H-benzo[d]imidazole-6-carboxylate C1(CC1)C(=O)C1=CC(=C(COC2=CC=CC(=N2)C2CCN(CC2)CC2=NC3=C(N2C[C@H]2OCC2)C=C(C=C3)C(=O)OC)C(=C1)OC)F